C(=O)(O)C1(CC1)CCCCCCC1=C(C=CC=C1)CCCCCC1(CC1)C(=O)O 1-(5-(2-(6-(1-carboxycyclopropyl)hexyl)phenyl)pentyl)cyclopropane-1-carboxylic acid